C(#N)/C(/C(=O)NC1=C(C=NC=C1)C=O)=C\C=1SC=C(C1)C1=CC=CC2=CC=CC=C12 (E)-2-cyano-N-(3-formylpyridin-4-yl)-3-(4-(naphthalen-1-yl)thiophen-2-yl)acrylamide